ClCC(=O)N1CCC(C(CC1)C)O 2-chloro-1-(4-hydroxy-5-methylazepan-1-yl)ethanone